BrC1=C(C=C(C=C1)NC(CC1=C(C=C(C=C1)F)Cl)=O)S(N=CN(C)C)(=O)=O N-(4-bromo-3-{[(dimethylamino)methylene]sulfamoyl}phenyl)-2-(2-chloro-4-fluorophenyl)acetamide